CN1C=2C(=CC=NC2C=CC1=O)OCC=O 2-((5-methyl-6-oxo-5,6-dihydro-1,5-naphthyridin-4-yl)oxy)acetaldehyde